C1=CC=C2C3=C(C4=CC5=CC=CC=C5C1=C24)C=CC=C3 Benz(e)acephenanthrylene